C(#N)C=1C(=NC(=CC1)C)[C@H]1C[C@H](C1)NC(=O)C=1N=NN(C1)[C@@H](C)C=1N=NC(=C(C1C)C)N1C([C@@H]2C[C@@H]2C1)=O |o1:21| N-((cis)-3-(3-cyano-6-methylpyridin-2-yl)cyclobutyl)-1-((S or R)-1-(4,5-dimethyl-6-((1R,5S)-2-oxo-3-azabicyclo[3.1.0]hexan-3-yl)pyridazin-3-yl)ethyl)-1H-1,2,3-triazole-4-carboxamide